N(=NC(C#N)CC(C)C#N)C(C#N)CC(C)C#N azobis(4-cyanovaleronitrile)